COC(=O)C1=CC2=C(N=C(O2)C)C=C1[N+](=O)[O-] 2-Methyl-5-nitrobenzo[d]oxazole-6-carboxylic acid methyl ester